3,5'-difluoro-6,2'-bis(trifluoromethoxy)-4,4'-diaminobiphenyl FC=1C=C(C(=CC1N)OC(F)(F)F)C1=C(C=C(C(=C1)F)N)OC(F)(F)F